2-methoxynicotinic acid N-(1-tert-butyl-pentyl)-N'-(4-ethyl-benzoyl)-hydrazide C(C)(C)(C)C(CCCC)N(NC(C1=CC=C(C=C1)CC)=O)C(C1=C(N=CC=C1)OC)=O